2-(tritylthio)ethanol C(C1=CC=CC=C1)(C1=CC=CC=C1)(C1=CC=CC=C1)SCCO